3,7-dimethyl-1-((3-(1,1,1-trifluoro-2-hydroxypropan-2-yl)isoxazol-5-yl)methyl)-1H-purine-2,6(3h,7h)-dione CN1C(N(C(C=2N(C=NC12)C)=O)CC1=CC(=NO1)C(C(F)(F)F)(C)O)=O